4-((2-((2-acrylamido-4-(4-(4-methylpiperazin-1-yl)piperidin-1-yl)phenyl)amino)-5-cyanopyrimidin-4-yl)amino)-3-isopropoxybenzoic acid C(C=C)(=O)NC1=C(C=CC(=C1)N1CCC(CC1)N1CCN(CC1)C)NC1=NC=C(C(=N1)NC1=C(C=C(C(=O)O)C=C1)OC(C)C)C#N